OCCCCCC(=O)OCCOC(CCCCCO)=O ethylene glycol di(6-hydroxycaproate)